C(C)(C)(C)C=1C=C(C=CC1F)C1(CC(C1)N(C(OC(C)(C)C)=O)C)O tert-butyl (3-(3-(tert-butyl)-4-fluorophenyl)-3-hydroxycyclobutyl)(methyl)carbamate